C(C)(C)C1=C(N(C2=C(C=CC=C12)C1=C(C(=CC(=C1)F)F)F)C)C(=O)O 3-isopropyl-1-methyl-7-(2,3,5-trifluorophenyl)-1H-indole-2-carboxylic acid